C1(=CC=CC=C1)CC(=O)N[C@H](C1=C(C=CC=C1)Cl)C(=O)O N-phenylacetyl-(R)-o-chlorophenylglycine